3-Benzyloxy-6-fluoro-pyridine-2-sulfonamide C(C1=CC=CC=C1)OC=1C(=NC(=CC1)F)S(=O)(=O)N